2-Nitroresorcinol [N+](=O)([O-])C1=C(O)C=CC=C1O